2-(4-methoxyphenyl)malonic acid 1-ethyl ester 3-methyl ester COC(C(C(=O)OCC)C1=CC=C(C=C1)OC)=O